N-[4-(trifluoromethyl)cyclohexyl]-1,4,6,7-tetrahydropyrano[4,3-c]pyrazole-3-carboxamide FC(C1CCC(CC1)NC(=O)C=1C2=C(NN1)CCOC2)(F)F